C(C=C)C1=C(C=CC=C1)NC(C)=O N-(2-allylphenyl)acetamide